C(#N)C1=NC(=NC=C1C1=C(C(=CC=C1)Cl)Cl)N1CCC(CC1)(C)NC(OC(C)(C)C)=O tert-butyl (1-(4-cyano-5-(2,3-dichlorophenyl)pyrimidin-2-yl)-4-methylpiperidin-4-yl)carbamate